CC1(CCC1)NC(O[C@H]1C[C@H](CC1)C1=CC(=NN1)NC(CC=1SC(=NN1)C)=O)=O (1R,3S)-3-(3-{[(5-methyl-1,3,4-thiadiazol-2-yl)acetyl]amino}-1H-pyrazol-5-yl)cyclopentyl (1-methylcyclobutyl)carbamate